benzyl-4-[(2-methyl-1-oxo-2-propen-1-yl) oxy]-1-piperidinecarboxylate C(C1=CC=CC=C1)OC(=O)N1CCC(CC1)OC(C(=C)C)=O